(S)-6-(4-(3-aminopropylsulfonyl)phenyl)-4-(2-(2-cyano-4,4-difluoropyrrolidin-1-yl)-2-oxoethylcarbamoyl)quinoline 1-oxide 4-methylbenzenesulfonate CC1=CC=C(C=C1)S(=O)(=O)O.NCCCS(=O)(=O)C1=CC=C(C=C1)C=1C=C2C(=CC=[N+](C2=CC1)[O-])C(NCC(=O)N1[C@@H](CC(C1)(F)F)C#N)=O